3-bromo-4,5-dimethyl-pyridin-2-ol BrC=1C(=NC=C(C1C)C)O